CC(C(=O)OC(C)(C)C)(C)N1C(NC2=C(C1=O)C(=C(S2)C=2OC=CN2)C)=O tert-Butyl 2-methyl-2-(5-methyl-6-(oxazol-2-yl)-2,4-dioxo-1,4-dihydrothieno[2,3-d]pyrimidin-3(2H)-yl)propanoate